FC=1C=C(C=C)C=C(C1F)F 3,4,5-trifluoro-styrene